6-(3-Isopropyl-5-(1-(4,4,4-trifluorobutyl)azetidin-3-yl)-1H-indol-2-yl)-7,8-dimethyl-[1,2,4]triazolo[4,3-a]pyridin C(C)(C)C1=C(NC2=CC=C(C=C12)C1CN(C1)CCCC(F)(F)F)C=1C(=C(C=2N(C1)C=NN2)C)C